α-[[(1,1-Dimethylethyl)amino]methyl]-4-hydroxy-1,3-benzenedimethanol CC(C)(C)NCC(O)C1=CC(=C(C=C1)O)CO